F[C@H]1C[C@@H](N(C1)[C@H]1CNCC1)C(=O)NC=1C=CC=C2C(=CNC12)C1=NC(=NC=C1)NC=1C(=NN(C1)C)OC (2R,3'R,4S)-4-fluoro-N-(3-(2-((3-methoxy-1-methyl-1H-pyrazol-4-yl)amino)Pyrimidine-4-yl)-1H-indol-7-yl)-[1,3'-bipyrrolidine]-2-carboxamide